sodium diphenylethylene biphenyl-hexasulfonate C1(=C2C(=C(C(=C1S(=O)(=O)[O-])S(=O)(=O)[O-])S(=O)(=O)[O-])S(=O)(=O)OC(C(C1=CC=CC=C1)OS2(=O)=O)C2=CC=CC=C2)C=2C(=CC=CC2)S(=O)(=O)[O-].[Na+].[Na+].[Na+].[Na+]